C(C=C)(=O)N1C[C@@H](N(CC1)C=1C2=C(N(C(N1)=O)C1=C(C=CC=C1S(=O)(=O)C)C(C)C)N=C(C(=C2)F)C2=C(C=C(C#N)C=C2)Cl)C (S)-4-(4-(4-propenoyl-2-methylpiperazin-1-yl)-6-fluoro-1-(2-isopropyl-6-(methylsulfonyl)phenyl)-2-oxo-1,2-dihydropyrido[2,3-d]pyrimidin-7-yl)-3-chlorobenzonitrile